NC1=CC=C(C=C1)S(=O)(=O)N[C@@H]([C@H](C)C1=CC=CC=2CCCCC12)C=1OC(NN1)=O 4-amino-N-((1S,2R)-1-(5-oxo-4,5-dihydro-1,3,4-oxadiazol-2-yl)-2-(5,6,7,8-tetrahydronaphthalen-1-yl)propyl)benzenesulfonamide